C(C)OC(=O)C=1N(C=C(C1)[N+](=O)[O-])CCCOC1=CC(=C(C(=C1)C)Cl)C 1-(3-(4-chloro-3,5-dimethylphenoxy)propyl)-4-nitro-1H-pyrrole-2-carboxylic acid ethyl ester